C(C)C1=CC(=O)N(C1=O)C1=CC=C(C=C1)CC1=CC=C(C=C1)N1C(C=C(C1=O)CC)=O N,N'-(3,3'-diethyl)-methylene-di-p-phenylenebismaleimide